methyl 6-(2-hydroxypropan-2-yl)quinoline-4-carboxylate OC(C)(C)C=1C=C2C(=CC=NC2=CC1)C(=O)OC